N(=C=S)C=1C=C(O[C@@H]2CN(CC2)C)C=C(C1)C(F)(F)F (S)-3-(3-isothiocyanato-5-(trifluoromethyl)phenoxy)-1-methylpyrrolidine